CC(C)(C)C=1C=C(C=CC1O)C(CC(=O)OCCOC(CC(C)(C1=CC(=C(C=C1)O)C(C)(C)C)C1=CC(=C(C=C1)O)C(C)(C)C)=O)(C)C1=CC(=C(C=C1)O)C(C)(C)C Ethylen bis[3,3-bis[3-(1,1-dimethylethyl)-4-hydroxyphenyl]butanoat]